C(C)(C)(C)OC(=O)N1C(=C(C2=CC=C(C=C12)C1=CC(=NC(=C1)C)C)C)C=1C=NC=2CCN(CC2C1)C(=O)OC(C)(C)C tert-butyl 3-[1-tert-butoxycarbonyl-6-(2,6-dimethyl-4-pyridyl)-3-methyl-indol-2-yl]-7,8-dihydro-5H-1,6-naphthyridine-6-carboxylate